BrC1=CC=CC(=N1)OCC(=O)NN 2-[(6-bromo-2-pyridyl)oxy]acetohydrazide